[La].[W].FC=1C=C2C(=CNC2=CC1F)NC(C(=O)NC1CCC(CC1)(C(F)(F)F)O)=O N-(5,6-difluoro-1H-indol-3-yl)-N'-[4-hydroxy-4-(trifluoromethyl)cyclohexyl]ethanediamide tungsten-lanthanum